FC1=CC(=C2CCCN(C2=C1)C1=NC=2N(C3=CC=C(C=C13)F)C(=NN2)C)C#CC(C)(C)NC(OC(C)(C)C)=O tert-butyl N-[3-[7-fluoro-1-(7-fluoro-1-methyl-[1,2,4]triazolo[4,3-a]quinazolin-5-yl)-3,4-dihydro-2H-quinolin-5-yl]-1,1-dimethyl-Prop-2-ynyl]carbamate